FC1=C(C(=CC(=C1)\C=C\C1=CC=C(C=C1)F)OC)C(C)C (E)-1-fluoro-5-(4-fluorostyryl)-2-isopropyl-3-methoxybenzene